FC(F)(F)C1=NNC2=C1C=NC=C2 (trifluoromethyl)pyrazolo[4,3-c]pyridine